N-(3-(4-amino-6-((3-methyl-4-((1-methylbenzimidazol-5-yl)oxy)phenyl)amino)pyrimidin-5-yl)phenyl)acrylamide NC1=NC=NC(=C1C=1C=C(C=CC1)NC(C=C)=O)NC1=CC(=C(C=C1)OC1=CC2=C(N(C=N2)C)C=C1)C